6-[2-fluoro-4-[3-(3-oxomorpholin-4-yl)propoxy]phenoxy]-1-methyl-indazole-5-carboxylic acid FC1=C(OC2=C(C=C3C=NN(C3=C2)C)C(=O)O)C=CC(=C1)OCCCN1C(COCC1)=O